ethyl 5-[3-(trifluoromethyl)benzamido]-1,2,3-thiadiazole-4-carboxylate FC(C=1C=C(C(=O)NC2=C(N=NS2)C(=O)OCC)C=CC1)(F)F